C1(CC1)CC1=C(C(=NN1C=1SC=C(N1)C(=O)O)C=1C=C(C(=CC1)F)C=1CCCCC1)CC1=CC(=C(C=C1)S(N)(=O)=O)F 2-(5-(cyclopropylmethyl)-3-(6-fluoro-2',3',4',5'-tetrahydro-[1,1'-biphenyl]-3-yl)-4-(3-fluoro-4-sulfamoylbenzyl)-1H-pyrazol-1-yl)thiazole-4-carboxylic acid